NC=1C(C(C1N)=O)=O 3,4-diaminocyclobut-3-ene-1,2-dione